FC1CC(N(C1)C(CC1=NOC(N1)=O)=O)C(=O)NC(C1=NC=C(C=C1)C(C)C)C1=CC=CC=C1 4-fluoro-1-[2-(5-oxo-4,5-dihydro-1,2,4-oxadiazol-3-yl)acetyl]-N-{phenyl[5-(propan-2-yl)pyridin-2-yl]methyl}pyrrolidine-2-carboxamide